3,5-diamino-3'-trifluoromethylbenzanilide NC=1C=C(C(=O)NC2=CC(=CC=C2)C(F)(F)F)C=C(C1)N